(R)-2-chloro-4-((tetrahydro-2H-pyran-4-yl)amino)-6,7-dihydrothieno[3,2-d]pyrimidine 5-oxide ClC=1N=C(C2=C(N1)CC[S@]2=O)NC2CCOCC2